BrC1=CC=C2C(=N1)C=NN2[C@H]2[C@@H](COC2)O (3S,4R)-4-{5-bromopyrazolo[4,3-b]pyridin-1-yl}oxolan-3-ol